C1OC(CC12CCCC2)CO 2-oxaspiro[4.4]nonan-3-ylmethanol